OC=1C(=C(C=C(C1)OC)\C=C\C1=CC=CC=C1)C1C=C(CCC1C(C)C)C 3-hydroxy-5-methoxy-2-[(3''r-4''s)-p-menthenyl]-trans-stilbene